2,4,6-trimethylbenzoyl-diphenylphosphine oxime oxide CC1=C(C(P(C2=CC=CC=C2)(C2=CC=CC=C2)=O)=NO)C(=CC(=C1)C)C